COC=1C=C2CCN3C(C2=CC1C=1N=NN(N1)C)=C(N=C3C(=O)OCC)CCC ethyl 8-methoxy-9-(2-methyl-2H-tetrazol-5-yl)-1-propyl-5,6-dihydroimidazo[5,1-a]isoquinoline-3-carboxylate